7,9-dimethyl-3H-pyrido[3',2':4,5]thieno[3,2-d]pyrimidin-4-one phosphoramidite P(O)(O)N.CC=1C=C(C2=C(SC3=C2N=CNC3=O)N1)C